ClC=1C=CC2=C([C@@H](C[C@@H](O2)C(=O)NC23CC(C2)(C3)N3N=CC(=C3)C(=O)N3CC(C3)COC(F)(F)F)O)C1 (2R,4R)-6-chloro-4-hydroxy-N-[3-(4-{3-[(trifluoromethoxy)methyl]azetidine-1-carbonyl}-1H-pyrazol-1-yl)bicyclo[1.1.1]pentan-1-yl]-3,4-dihydro-2H-1-benzopyran-2-carboxamide